[I-].OC(C)C1=NC=CN1CC1=CC=CC=C1 1-hydroxyethyl-3-benzyl-imidazole iodide salt